[C@H]12N(C[C@H](CC1)C2)CC(=O)NC=2C=C(C(=NC2)C)NC(=O)C=2C=NN1C2C=NC(=C1)C1=C2N(N=C1)CCC2 N-(5-(2-((1S,4R)-2-azabicyclo[2.2.1]heptan-2-yl)acetamido)-2-methylpyridin-3-yl)-6-(5,6-dihydro-4H-pyrrolo[1,2-b]pyrazol-3-yl)pyrazolo[1,5-a]pyrazine-3-carboxamide